FC(C1=CC2=C(N=CN=C2)N1CC1=NC=CN=C1N(S(=O)(=O)C)C)F 6-(difluoromethyl)-7-((3-(N-methylmethylsulfonamido)pyrazin-2-yl)methyl)-7H-pyrrolo[2,3-d]pyrimidin